5-CYANO-4-METHYLTHIOPHENE-2-BORONIC ACID C(#N)C1=C(C=C(S1)B(O)O)C